Benzyl (S)-((5-bromo-7-fluorobenzo[d]oxazol-2-yl)(4,4-difluorocyclohexyl)methyl)-carbamate BrC=1C=C(C2=C(N=C(O2)[C@H](C2CCC(CC2)(F)F)NC(OCC2=CC=CC=C2)=O)C1)F